S(=O)(=O)(O)[Mo]=O sulfo-oxo-molybdenum